NC(CCC(=O)N([C@@H]([C@H](O)C)C(=O)O)O)N diaminobutyroylhydroxythreonine